2-BROMOACETAMIDE BrCC(=O)N